2-(1-((2S,3R)-3-(3,5-dimethoxy-4-methylphenyl)-3-hydroxy-2-phenethoxypropyl)-4-(methoxycarbonyl)-1H-pyrrol-3-yl)acetic acid COC=1C=C(C=C(C1C)OC)[C@H]([C@H](CN1C=C(C(=C1)C(=O)OC)CC(=O)O)OCCC1=CC=CC=C1)O